(2R,3R,4R,5S)-3,4,5-tris(benzyloxy)-2-((benzyloxy)methyl)-1-(2,6-difluorophenethyl)piperidine C(C1=CC=CC=C1)O[C@@H]1[C@H](N(C[C@@H]([C@H]1OCC1=CC=CC=C1)OCC1=CC=CC=C1)CCC1=C(C=CC=C1F)F)COCC1=CC=CC=C1